C1(=CC=CC=C1)C1=CC=CC=C1.[F] fluorine [1,1'-biphenyl]